N-((3R,4S)-4-(2-Morpholinoethoxy)tetrahydrofuran-3-yl)-2-oxo-3-(5-(trifluoromethyl)pyridin-2-yl)-2,3-dihydro-1H-benzo[d]imidazole-5-carboxamide O1CCN(CC1)CCO[C@H]1[C@@H](COC1)NC(=O)C1=CC2=C(NC(N2C2=NC=C(C=C2)C(F)(F)F)=O)C=C1